CC1(CC1)C(=O)N1CC=2N3C=CN=C3N=C(C2C1)NC(C)C1=C(C(=CC=C1)C(F)(F)F)C (1-Methyl-cyclopropyl)-{4-[1-(2-methyl-3-trifluoromethyl-phenyl)-ethylamino]-1,3-dihydro-2,5,6,8a-tetraaza-as-indacen-2-yl}-methanone